2-(6-bromo-1-oxospiro[3H-isoquinoline-4,1'-cyclopropane]-2-yl)-N-[5-(2,2-difluorocyclopropyl)pyrimidin-2-yl]acetamide BrC=1C=C2C(=CC1)C(N(CC21CC1)CC(=O)NC1=NC=C(C=N1)C1C(C1)(F)F)=O